CN(C(=O)C1=CC=C(C=C1)C1=CC=C(C=C1)C(C)(C)NC(=O)N1CCN2CCC1CC2)C N-(2-(4'-(dimethylcarbamoyl)biphenyl-4-yl)propan-2-yl)-1,4-diazabicyclo[3.2.2]nonane-4-carboxamide